((tetrahydrofuran-3-yl) oxy)-2,3-dihydrobenzofuran-5-carboxylate O1CC(CC1)OC1OC2=C(C1)C=C(C=C2)C(=O)[O-]